C1(CCCCC1)CNC(OCC1=NC=2C(=C3C(=NC2)NC=C3)N1C1CCC(CC1)CC#N)=O (1-((1r,4r)-4-(Cyanomethyl)cyclohexyl)-1,6-dihydroimidazo[4,5-d]pyrrolo[2,3-b]pyridin-2-yl)methyl (cyclohexylmethyl)carbamate